Chloride trihydrate O.O.O.[Cl-]